2-cyclopropyl-4-methylpyrazolo[1,5-a]pyrazine-3-carboxylic acid potassium salt [K+].C1(CC1)C1=NN2C(C(=NC=C2)C)=C1C(=O)[O-]